ClC1=CC(=C(C=C1)C=1C=2N(C(=NN1)N[C@H]1CN(CCC1)C)C=CC2)C(F)(F)F 1-[4-chloro-2-(trifluoromethyl)phenyl]-N-[(3R)-1-methylpiperidin-3-yl]pyrrolo[1,2-d][1,2,4]triazin-4-amine